C12CNCC(CC1)N2C(=O)OC(C)(C)C tert-butyl 3,8-diazabicyclo(3.2.1)octane-8-carboxylate